FC1C(N(C(C2=CC=CC=C12)=O)CCOCCOCC(=O)N(C1=CC=C(C2=NON=C21)[N+](=O)[O-])CC2=CC=C(C=C2)C2=CC=C(C=C2)C)=O 2-(2-(2-(4-fluoro-1,3-dioxoisoquinolin-2-yl)ethoxy)ethoxy)-N-((4'-methyl-[1,1'-biphenyl]-4-yl)methyl)-N-(7-nitrobenzo[c][1,2,5]oxadiazol-4-yl)acetamide